Methyl 3-Methoxy-5-(Methoxymethyl)Benzoate COC=1C=C(C(=O)OC)C=C(C1)COC